C(C)C(=CCCO)CCC=C(CCC=C(C)C)C 4-ethyl-8,12-dimethyltrideca-3,7,11-trien-1-ol